CN(C1(CCN(CC1)C(=O)N1N=C(C=C1)NS(=O)(=O)C)C)CC1=C(C=C(C=C1)C(F)(F)F)NCC(=O)O (2-((Methyl(4-methyl-1-(3-(methylsulfonamido)-1H-pyrazole-1-carbonyl)piperidin-4-yl)amino)methyl)-5-(trifluoromethyl)phenyl)glycine